methoxy-N-methyl-2-(pyridin-4-yl)cyclopropane-1-carboxamide COC1(C(C1)C1=CC=NC=C1)C(=O)NC